CC1(CCCC1)C(=O)[O-] 1-methylcyclopentane-1-carboxylate